3-(2-(4-(benzo[d]isothiazol-3-yl)piperazin-1-yl)ethyl)cyclobutane S1N=C(C2=C1C=CC=C2)N2CCN(CC2)CCC2CCC2